C1C(C=NS1)C2=CC=CC=C2 4-phenyl-2-thiazole